C(C)(C)(C)OC(=O)N1CC2(C3(CO3)CC1)CCOCC2 1,7-dioxa-11-azadispiro[2.0.54.43]Tridecane-11-carboxylic acid tert-butyl ester